C(CCCCCCC)[GeH3] octylgermane